C(C)CC(CC(=O)OOCCCC)=O.C(C)CC(CC(=O)OOCCCC)=O.[Zr] zirconium di-normal butoxy bis(ethyl acetoacetate)